N-(1-methylcyclopropyl)-9H-pyrimido[4,5-b]indole-7-sulfonamide CC1(CC1)NS(=O)(=O)C1=CC=C2C3=C(NC2=C1)N=CN=C3